N-(4-((4-(trifluoromethyl)phenethyl)amino)phenyl)decanamide FC(C1=CC=C(CCNC2=CC=C(C=C2)NC(CCCCCCCCC)=O)C=C1)(F)F